(+/-)-trans-methyl 3-((5-fluoro-2-(6-fluoro-1-tosyl-1H-pyrrolo[2,3-b]pyridin-3-yl)-6-(furan-2-yl)pyrimidin-4-yl)amino)bicyclo[2.2.2]octane-2-carboxylate FC=1C(=NC(=NC1C=1OC=CC1)C1=CN(C2=NC(=CC=C21)F)S(=O)(=O)C2=CC=C(C)C=C2)NC2C(C1CCC2CC1)C(=O)OC